tert-butyl 4-[(1S)-1-(4-iodo-5-methyl-pyrazol-1-yl)ethyl]piperidine-1-carboxylate IC=1C=NN(C1C)[C@@H](C)C1CCN(CC1)C(=O)OC(C)(C)C